FC=1C=C2C(=CN(C2=CC1)C(=O)OC(C)(C)C)B1OC(C(O1)(C)C)(C)C tert-butyl 5-fluoro-3-(4,4,5,5-tetramethyl-1,3,2-dioxaborolan-2-yl)-1H-indole-1-carboxylate